1-(1,3-dimethyl-1H-pyrazol-5-yl)-3-(trans-1-(2-methoxyethyl)-4-phenylpyrrolidin-3-yl)urea CN1N=C(C=C1NC(=O)N[C@@H]1CN(C[C@H]1C1=CC=CC=C1)CCOC)C